NCNCCC[Si](O)(O)O N-(1-aminomethyl)-3-aminopropylsilantriol